2-(2-chloropyrimidin-5-yl)oxy-N,N-dimethyl-ethanamine ClC1=NC=C(C=N1)OCCN(C)C